ClC1=C(C=CC=C1)CN1N=C(C=C1C1=CC(=CC=C1)OCC1CCOCC1)COC(C(=O)O)(C)C 2-[[1-[(2-Chlorophenyl)methyl]-5-[3-(tetrahydropyran-4-ylmethoxy)phenyl]pyrazol-3-yl]methoxy]-2-methyl-propanoic acid